CN1N=CC=C1\C=C\[Sn](CCCC)(CCCC)CCCC (E)-1-methyl-5-(2-(tributylstannyl)vinyl)-1H-pyrazole